(R,Z)-3-((5-(bicyclo[1.1.1]pentan-1-yl)-3-butyl-2-methyl-7-(methylthio)-1,1-dioxido-2,3,4,5-tetrahydrobenzo[f][1,2,5]thiadiazepin-8-yl)oxy)-2-fluoro-N-(methylsulfonyl)acrylamide C12(CC(C1)C2)N2C[C@H](N(S(C1=C2C=C(C(=C1)O\C=C(\C(=O)NS(=O)(=O)C)/F)SC)(=O)=O)C)CCCC